BrC1=CC=C(OCC2(CN(CC2)C(C2=CC=C(C=C2)OC)=O)C(=O)OC)C=C1 methyl 3-(4-bromophenoxymethyl)-1-(4-methoxybenzoyl)pyrrolidine-3-carboxylate